ClC=1C=C(N)C=C(C1)CN1CCCCC1 3-chloro-5-(piperidin-1-ylmethyl)aniline